BrC1=CC=C2C=3C4=C(C=CC3N(C2=C1)C1=NC=CC(=C1)C(C)(C)C)C1=C(O4)C=CC=C1 3-Bromo-5-(4-tert-butylpyridin-2-yl)-5H-benzofuro[3,2-c]carbazole